2-((1-(2,7-dimethyl-1-oxo-3-(4-(trifluoromethyl)phenyl)-1,2-dihydroisoquinolin-5-yl)ethyl)amino)benzoic acid CN1C(C2=CC(=CC(=C2C=C1C1=CC=C(C=C1)C(F)(F)F)C(C)NC1=C(C(=O)O)C=CC=C1)C)=O